N1CC(C1)N1CCC(CC1)F 1-(azetidin-3-yl)-4-fluoropiperidine